FC1=C(C=CC=C1)C=1N(C2=NC=NC=C2N1)C1CNCC1 8-(2-fluorophenyl)-9-(pyrrolidin-3-yl)-9H-purine